BrC1=C(N(N=C1Cl)C)[C@@H]1[C@H](C(N(C1)C)=O)C(=O)NC1=C(C(=CC=C1)F)F (3S,4R)-4-(4-bromo-5-chloro-2-methyl-pyrazol-3-yl)-N-(2,3-difluorophenyl)-1-methyl-2-oxo-pyrrolidine-3-carboxamide